ClC1=C(C(N(C2=CC=C(N=C12)Cl)C)=O)C#N 4,6-dichloro-1-methyl-2-oxo-1,2-dihydro-1,5-naphthyridine-3-carbonitrile